3-(2,5-dimethyl-1H-imidazol-1-yl)-5-(trifluoromethyl)aniline methyl-(S)-5-(benzyloxy)-2-(6-isopropylbenzo[d]oxazol-2-yl)-6-methoxy-1,2,3,4-tetrahydro-isoquinoline-3-carboxylate COC(=O)[C@H]1N(CC2=CC=C(C(=C2C1)OCC1=CC=CC=C1)OC)C=1OC2=C(N1)C=CC(=C2)C(C)C.CC=2N(C(=CN2)C)C=2C=C(N)C=C(C2)C(F)(F)F